C12C(CCCC2C1)NC(C1=CC(=NC=C1)N1C=NC=C1)=O N-(bicyclo[4.1.0]heptan-2-yl)-2-(1H-imidazol-1-yl)isonicotinamide